C(C)(C)(C)[C@]12C[C@H](C[C@H](CC1)N2)N2C1=C(NC(C2=O)=O)C=C(C=N1)Cl tert-butyl-(1R,3s,5S)-3-(7-chloro-2,3-dioxo-2,3-dihydropyrido[2,3-b]pyrazin-4(1H)-yl)-8-azabicyclo[3.2.1]octane